ClC1=C(C=CC(=C1)C(F)(F)F)NC(CN1C=2N(C(C(=C1CC)N1CCN[C@H](CC1)C)=O)N=C(N2)C=2CCOCC2)=O N-[2-chloro-4-(trifluoromethyl)phenyl]-2-[2-(3,6-dihydro-2H-pyran-4-yl)-5-ethyl-6-[(5S)-5-methyl-1,4-diazepan-1-yl]-7-oxo-[1,2,4]triazolo[1,5-a]pyrimidin-4-yl]acetamide